3-(1-methyl-1H-pyrazol-4-yl)-N-(4-(4-(4-methylpiperazin-1-yl)-4-oxobutyl)-1-phenyl-1H-imidazol-2-yl)benzamide succinate C(CCC(=O)O)(=O)O.CN1N=CC(=C1)C=1C=C(C(=O)NC=2N(C=C(N2)CCCC(=O)N2CCN(CC2)C)C2=CC=CC=C2)C=CC1